C1(=CC(=CC=C1)C(C)P)C(C)P (1,3-phenylenedi-1,1-ethanediyl)bis(phosphine)